C(C1=CC=CC=C1)O[C@H]1[C@H]([C@@H](O[C@]1(CF)COCC1=CC=CC=C1)N1C(N=C(C=C1)OC1=C(C=CC=C1C)C)=O)F 1-((2R,3R,4R,5R)-4-(benzyloxy)-5-((benzyloxy)methyl)-3-fluoro-5-(fluoromethyl)tetrahydro-furan-2-yl)-4-(2,6-dimethylphenoxy)pyrimidin-2(1H)-one